OC=1C=NC=CC1 3-hydroxy-pyridine